CN(C/C=C/C(=O)N1CC=2N(CC1)N=C(C2C2=CC=NC=C2)C2=CC=C(C#N)C=C2)C 4-{5-[(2E)-4-(dimethylamino)but-2-enoyl]-3-(pyridin-4-yl)-4,5,6,7-tetrahydropyrazolo[1,5-a]pyrazin-2-yl}benzonitrile